3-FLUORO-4-(METHYLTHIO)PHENYLBORONIC ACID FC=1C=C(C=CC1SC)B(O)O